C(=O)O.C(C)N(C(C1=C(C=CC(=C1)F)OC1=C(N=CN=N1)N1CC2(CN(C2)[C@H](CCNCC)C(C)C)CC1)=O)C(C)C (R)-N-Ethyl-2-((5-(2-(1-(ethylamino)-4-methylpent-3-yl)-2,6-diazaspiro[3.4]oct-6-yl)-1,2,4-triazin-6-yl)oxy)-5-fluoro-N-isopropylbenzamide formate